6-chloro-4-isopropyl-1-(methylsulfonyl)-2,7-naphthyridine Sodium methanesulfinate CS(=O)[O-].[Na+].ClC=1C=C2C(=CN=C(C2=CN1)S(=O)(=O)C)C(C)C